N-[1-[2-[(Z)-N-hydroxy-C-methyl-carbonimidoyl]-1,2,4-triazol-3-yl]ethyl]-3,5-bis(trifluoromethyl)benzamide O\N=C(\C)/N1N=CN=C1C(C)NC(C1=CC(=CC(=C1)C(F)(F)F)C(F)(F)F)=O